CC=1SC(=C(N1)C)CN1C(N(C2=C1C=CC(=C2)S(=O)(=O)NC2(CC2)C)C=2OC(=NN2)C)=O 1-[(2,4-dimethylthiazol-5-yl)methyl]-N-(1-methylcyclopropyl)-3-(5-methyl-1,3,4-oxadiazol-2-yl)-2-oxo-benzimidazole-5-sulfonamide